COC=1C=C(C(=O)OCCCC)C=C(C1)OC butyl 3,5-dimethoxybenzoate